2-hydroxypropyl ether OC(COCC(C)O)C